(E)-4-(4-methoxyphenyl)-2-(4-(trifluoromethyl)phenyl)-2-((trimethylsilyl)oxy)but-3-enenitrile COC1=CC=C(C=C1)/C=C/C(C#N)(O[Si](C)(C)C)C1=CC=C(C=C1)C(F)(F)F